3-(9H-carbazol-9-yl)-2'-(6-((2,6-diisopropylphenylamino)methyl)pyridin-2-yl)-5-methylbiphenyl-2-ol C1=CC=CC=2C3=CC=CC=C3N(C12)C1=C(C(=CC(=C1)C)C1=C(C=CC=C1)C1=NC(=CC=C1)CNC1=C(C=CC=C1C(C)C)C(C)C)O